C(#N)CCNC1CC(CC(C1)C)(C)C N-(2-cyanoethyl)-N-(3,3,5-trimethylcyclohexyl)-amine